methyl 2-(2,3-difluorophenyl)-5-[1-(benzenesulfonyl)-1H-pyrrolo[2,3-b]pyridin-4-yl]-1-{[2-(trimethylsilyl) ethoxy] methyl}-1H-pyrrole-3-carboxylate FC1=C(C=CC=C1F)C=1N(C(=CC1C(=O)OC)C1=C2C(=NC=C1)N(C=C2)S(=O)(=O)C2=CC=CC=C2)COCC[Si](C)(C)C